1-(6-aminohexyl)-5-(4-chlorophenyl)biguanide NCCCCCCNC(=N)NC(=N)NC1=CC=C(C=C1)Cl